C(C)(C)(C)OC(=O)NC1CC(CCC1)NC1=C(C=NC(=C1)Cl)C(=O)O 4-[[3-(tert-butoxycarbonyl-amino)cyclohexyl]amino]-6-chloro-pyridine-3-carboxylic acid